FC1=CC=C(CN(C2CCC(CC2)NS(=O)(=O)C2=NC=C(C=C2)N2CCOCC2)C)C=C1 N-((1r,4r)-4-((4-Fluorobenzyl)(methyl)amino)cyclohexyl)-5-morpholinopyridine-2-sulfonamide